(3,4-dichloro-1H-indol-7-yl)-4-((1-(2,2,2-trifluoroacetyl)piperidin-4-yl)sulfonyl)benzenesulfonamide ClC1=CNC2=C(C=CC(=C12)Cl)C1=C(C=CC(=C1)S(=O)(=O)C1CCN(CC1)C(C(F)(F)F)=O)S(=O)(=O)N